COC1=CC=C(CN(C2=C(C=C3C(=N2)C=C(N3)C(=O)OCC)C)CC3=CC=C(C=C3)OC)C=C1 ethyl 5-(bis(4-methoxybenzyl)amino)-6-methyl-1H-pyrrolo[3,2-b]pyridine-2-carboxylate